3-nitro-4-carboxyphenylboronic acid [N+](=O)([O-])C=1C=C(C=CC1C(=O)O)B(O)O